2-Methyl-1-((5-phenylpent-1-en-2-yl)oxy)pyridin CC1N(C=CC=C1)OC(=C)CCCC1=CC=CC=C1